(7-(2-(4-(6-fluorobenzo[b]thiophen-4-yl)piperazin-1-yl)ethyl)-2-oxo-3,4-dihydroquinolin-1(2H)-yl)methyl tetrahydro-2H-pyran-4-carboxylate O1CCC(CC1)C(=O)OCN1C(CCC2=CC=C(C=C12)CCN1CCN(CC1)C1=CC(=CC=2SC=CC21)F)=O